(3S)-3-(2-((7-chloro-8-fluoro-2-(methylsulfanyl)-4-oxo-4,4a-dihydropyrido[4,3-d]pyrimidin-5-yl)oxy)ethyl)piperazine-1-carboxylic acid tert-butyl ester C(C)(C)(C)OC(=O)N1C[C@@H](NCC1)CCOC1=NC(=C(C2=NC(=NC(C21)=O)SC)F)Cl